N1-(2-(((3-(5-iodo-2-methoxyphenyl)-2,6-dioxotetrahydropyrimidine-1(2H)-yl)methyl)amino)-2-oxoethyl)succinamide IC=1C=CC(=C(C1)N1C(N(C(CC1)=O)CNC(CNC(CCC(=O)N)=O)=O)=O)OC